tert-butyl (S)-(1-(3-([1,1'-biphenyl]-4-ylmethyl)-1,2,4-oxadiazol-5-yl)-2-(1-methyl-1H-imidazol-4-yl)ethyl)carbamate C1(=CC=C(C=C1)CC1=NOC(=N1)[C@H](CC=1N=CN(C1)C)NC(OC(C)(C)C)=O)C1=CC=CC=C1